Racemic-methyl 2-(fluoromethyl)-5-oxo-4-(2-(trifluoromethyl)phenyl)-1,4,5,7-tetrahydrofuro[3,4-b]pyridine-3-carboxylate FCC1=C([C@@H](C2=C(N1)COC2=O)C2=C(C=CC=C2)C(F)(F)F)C(=O)OC |r|